F[C@H]1CN(CC[C@H]1NC1=CC=CN2C(=C(C=C12)C#CCNC1=C(C=CC(=C1)C(NC)=O)OC)SC(F)(F)F)C(=O)OC(C)(C)C tert-butyl (3S,4R)-3-fluoro-4-{[2-(3-{[2-methoxy-5-(methylcarbamoyl)phenyl] amino}prop-1-yn-1-yl)-3-[(trifluoromethyl)sulfanyl]indolizin-8-yl]amino}piperidine-1-carboxylate